C(C1=CC=CC=C1)OC=1C(C(=CN2[C@H]3[C@@H](C=C[C@@H](N(C(C12)=O)C3)C)C)C(=O)NCC3=C(C=C(C=C3)F)F)=O (1s,10s,13r)-6-benzyloxy-N-[(2,4-difluorophenyl)methyl]-10,13-dimethyl-5,8-dioxo-2,9-diazatricyclo[7.4.1.02,7]tetradec-3,6,11-triene-4-carboxamide